2-((1,1,1-trifluoropropan-2-yl)oxy)nicotinamide FC(C(C)OC1=C(C(=O)N)C=CC=N1)(F)F